(S)-4-ethoxy-2-methyl-4-oxo-butyric acid C(C)OC(C[C@@H](C(=O)O)C)=O